Tert-butyl N-[2-[2-[2-[1-(2,6-dioxo-3-piperidyl)-3-methyl-2-oxo-benzimidazol-4-yl]ethoxy]ethoxy]ethyl]carbamate O=C1NC(CCC1N1C(N(C2=C1C=CC=C2CCOCCOCCNC(OC(C)(C)C)=O)C)=O)=O